ethylenedioxy-ethylene C1OC=COC1